C[C@H](CC(=O)OCC)CCC=C(C)C ethyl (S)-3,7-dimethyloct-6-enoate